6-chloro-N-(5-hydroxy-3,4,6-trimethylpyridin-2-yl)-1H-indole-2-carboxamide ClC1=CC=C2C=C(NC2=C1)C(=O)NC1=NC(=C(C(=C1C)C)O)C